[C@H]12CN(C[C@@H]2C1C(=O)OCC)C(=O)OC(C)(C)C 3-(tert-butyl) 6-ethyl (1R,5S,6s)-3-azabicyclo[3.1.0]hexane-3,6-dicarboxylate